Iodophosphate P(=O)([O-])([O-])I